3-OXO-3-(PYRIDIN-4-YL)PROPANAL O=C(CC=O)C1=CC=NC=C1